di-leucine acetate salt C(C)(=O)O.N[C@@H](CC(C)C)C(=O)O.N[C@@H](CC(C)C)C(=O)O